(S)-tert-butyl 4-isopropyl-2-methyl-3-oxo-1-oxa-4,9-diazaspiro[5.5]undecane-9-carboxylate C(C)(C)N1C([C@@H](OC2(C1)CCN(CC2)C(=O)OC(C)(C)C)C)=O